BrC=1C(=C(C=CC1)C=1N=C(C(=NC1)CN(C)CC1CCC(CC1)C(=O)OC)OC)Cl methyl (1r,4r)-4-((((5-(3-bromo-2-chlorophenyl)-3-methoxypyrazin-2-yl)methyl)(methyl)amino)methyl)cyclohexane-1-carboxylate